COC1OC(C2=NC(=CC=C21)NC2=NC=C(C(=N2)N[C@H](CO)C2=CC=CC=C2)C2=NC=NO2)(C)C (2S)-2-((2-((5-methoxy-7,7-dimethyl-5,7-dihydrofuro[3,4-b]pyridin-2-yl)amino)-5-(1,2,4-oxadiazol-5-yl)pyrimidin-4-yl)amino)-2-phenylethan-1-ol